(R)-6-(2-aminopropyl)-2-(1-(cyclopropylmethyl)-6-methoxy-1H-pyrrolo[2,3-b]pyridin-2-yl)-1-methyl-1,6,7,8-tetrahydro-5H-imidazo[4,5-g]isoquinolin-5-one N[C@@H](CN1C(C=2C=C3C(=CC2CC1)N(C(=N3)C3=CC=1C(=NC(=CC1)OC)N3CC3CC3)C)=O)C